BrC(C(C(C(Br)(Br)Br)(Br)Br)(Br)Br)CCCC octabromooctane